C(C1=CC=CC=C1)OCC1C(CC1)N(NC(=O)OC(C)(C)C)C(=O)OC(C)(C)C di-tert-butyl 1-(2-((benzyloxy)methyl)cyclobutyl)hydrazine-1,2-dicarboxylate